5-(4-((4-(4-amino-5-methoxy-2-(1-methyl-1H-pyrazol-4-yl)phenyl)piperazin-1-yl)methyl)piperidin-1-yl)-N-(2,6-dioxopiperidin-3-yl)picolinamide NC1=CC(=C(C=C1OC)N1CCN(CC1)CC1CCN(CC1)C=1C=CC(=NC1)C(=O)NC1C(NC(CC1)=O)=O)C=1C=NN(C1)C